tert-butyl 3-(2-(1,3-dioxolan-2-yl) pyridin-4-yl)-4-oxopiperidine-1-carboxylate O1C(OCC1)C1=NC=CC(=C1)C1CN(CCC1=O)C(=O)OC(C)(C)C